FC(OCCOC1=NN=C(O1)[C@H]1CCCCN1)(F)F (3S,6R)-6-{5-[2-(trifluoro-methoxy)ethoxy]-1,3,4-oxadiazol-2-yl}piperidin